COC1=CC=C(C=C1)CNC=1C=CC2=C(N=C(O2)C=2C=NC=CC2)C1 N-[(4-Methoxyphenyl)methyl]-2-(pyridin-3-yl)-1,3-benzoxazol-5-amine